tert-butyl (S)-(2-(4-(5-((4-amino-2-(pentan-2-yloxy)imidazo[2,1-f][1,2,4]triazin-7-yl)methyl)-3-methylpyridin-2-yl)piperazin-1-yl)-2-oxoethyl)(2-hydroxyethyl)carbamate NC1=NC(=NN2C1=NC=C2CC=2C=C(C(=NC2)N2CCN(CC2)C(CN(C(OC(C)(C)C)=O)CCO)=O)C)O[C@@H](C)CCC